O=C1N(C(C=C1)=O)CCC(=O)N[C@H](C(=O)N[C@H](C(=O)NC1=CC=C(C=C1)C[N+]1(CCCC1)CC(=O)OC(C)(C)C)C)C(C)C tert-butyl 2-[1-[[4-[[(2S)-2-[[(2S)-2-[3-(2,5-dioxopyrrol-1-yl)propanoylamino]-3-methyl-butanoyl]amino]propanoyl]amino]phenyl]methyl]pyrrolidin-1-ium-1-yl]acetate